OC(CCOC1=NN(C=C1NC1=NC=C(C=N1)C1=CC=C(C#N)C=C1)C1CCC(CC1)N1CCOCC1)(C)C 4-(2-((3-(3-hydroxy-3-methylbutoxy)-1-((1r,4r)-4-morpholinylcyclohexyl)-1H-pyrazol-4-yl)amino)pyrimidin-5-yl)benzonitrile